C(#N)C1=C(C=C(C=C1)N1[C@H](O[C@@H](C1)C(=O)NC1=CC=C(C=C1)NC(CO)=O)C(F)(F)F)C(F)(F)F (2R,5S)-3-(4-Cyano-3-(trifluoromethyl)phenyl)-N-(4-(2-hydroxyacetamido)phenyl)-2-(trifluoromethyl)oxazolidin-5-carboxamid